tert-butyl (2S,3R,7aR)-2-(hydroxymethyl)-3-(1-(tetrahydro-2H-pyran-2-yl)-1H-pyrazol-3-yl)tetrahydro-1H-pyrrolizine-7a(5H)-carboxylate OC[C@H]1C[C@]2(CCCN2[C@H]1C1=NN(C=C1)C1OCCCC1)C(=O)OC(C)(C)C